ClC1=C(C=C(C(=O)N2CC=3N=C(N(C(C3C[C@H]2C)=O)C=2N(C(=CN2)C(=O)NC)C)NC(C)C)C=C1)C(F)(F)F (R)-2-(7-(4-Chloro-3-(trifluoromethyl)benzoyl)-2-(isopropylamino)-6-methyl-4-oxo-5,6,7,8-tetrahydropyrido[3,4-d]pyrimidin-3(4H)-yl)-N,1-dimethyl-1H-imidazole-5-carboxamide